5-hydroxy-chromone-3-formaldehyde OC1=C2C(C(=COC2=CC=C1)C=O)=O